aluminum (methyl ethyl phosphinate) CP([O-])(=O)CC.[Al+3].CP([O-])(=O)CC.CP([O-])(=O)CC